ClC1=C(C=C2C(=C(N(C2=C1F)C)C1=NC(=NN1)[C@H](C(F)F)O)N1C=NC=C1)OC (R)-1-(5-(6-chloro-7-fluoro-3-(1H-imidazol-1-yl)-5-methoxy-1-methyl-1H-indol-2-yl)-1H-1,2,4-triazol-3-yl)-2,2-difluoroethan-1-ol